N-(3-methylthieno[3,2-c]pyridin-4-yl)-N-[(3R)-3-piperidyl]-4-[5-(trideuteriomethyl)-1,3,4-thiadiazol-2-yl]benzamide CC1=CSC2=C1C(=NC=C2)N(C(C2=CC=C(C=C2)C=2SC(=NN2)C([2H])([2H])[2H])=O)[C@H]2CNCCC2